(Ra)-(3S)-N-[6-(5-chloro-1,3-benzoxazol-2-yl)spiro[3.3]heptan-2-yl]-1-methyl-5-oxo-pyrrolidine-3-carboxamide ClC=1C=CC2=C(N=C(O2)C2CC3(CC(C3)NC(=O)[C@@H]3CN(C(C3)=O)C)C2)C1